CC(C(=O)N1C[C@H](CCC1)S(=O)(=O)N)CC1=CC=C2C(=CC(OC2=C1)=O)C1=C(C=CC=C1)C (3S)-1-(2-methyl-3-(2-oxo-4-(o-tolyl)-2H-chromen-7-yl)propanoyl)piperidine-3-sulfonamide